2-chloro-N1-(3-chlorophenyl)-5-methylbenzene-1,3-diamine ClC1=C(C=C(C=C1N)C)NC1=CC(=CC=C1)Cl